BrC=1C=C(C=NC1)N1CCC(CC1)NC(OC(C)(C)C)=O tert-butyl N-[1-(5-bromo-3-pyridyl)-4-piperidinyl]carbamate